4-isopropylcyclohexane-1,2-dicarboxylic acid calcium salt [Ca+2].C(C)(C)C1CC(C(CC1)C(=O)[O-])C(=O)[O-]